6-acetyl-2-[[5-[8-[4-[[tert-butyl(dimethyl)silyl]oxymethyl]phenyl]-3,8-diazabicyclo[3.2.1]octan-3-yl]-2-pyridyl]amino]-8-cyclopentyl-5-methyl-pyrido[2,3-d]pyrimidin-7-one C(C)(=O)C1=C(C2=C(N=C(N=C2)NC2=NC=C(C=C2)N2CC3CCC(C2)N3C3=CC=C(C=C3)CO[Si](C)(C)C(C)(C)C)N(C1=O)C1CCCC1)C